C(=CC)N1CC(CC1)C=1C=C(C=C2C=NC=NC12)C=1C=CC(=NC1)OC=1C=C(C#N)C=CC1 3-((5-(8-(1-propenylpyrrolidin-3-yl)quinazolin-6-yl)pyridin-2-yl)oxy)benzonitrile